CC1=CC=2N(N=C1N1CC=3C=C(C=NC3CC1)C)C=C(N2)C(=O)N2CCCC2 (7-methyl-6-(3-methyl-7,8-dihydro-1,6-naphthyridin-6(5H)-yl)imidazo[1,2-b]pyridazin-2-yl)(pyrrolidin-1-yl)methanone